1-(dimethoxymethylsilyl)-2-(trimethoxysilyl)ethane COC(OC)[SiH2]CC[Si](OC)(OC)OC